CC=1NC(=CN1)C1=CC=2N=C(N=C(C2O1)N1CCOCC1)N1N=C(C=C1)C=1C=C(C=CC1)C 6-(2-methyl-1H-imidazol-5-yl)-4-morpholino-2-(3-(m-tolyl)-1H-pyrazol-1-yl)furo[3,2-d]pyrimidine